FC1=C2C(=CC3=C1N=C(N3)CN(C(OC(C)(C)C)=O)C)CC(C2)C=O tert-butyl N-[(8-fluoro-6-formyl-3,5,6,7-tetrahydrocyclopenta[f]benzimidazol-2-yl)methyl]-N-methyl-carbamate